2-methylpropan-2-yl {[4-(3-amino-6-bromo-4-formamido-2-fluorophenyl)-3-cyanobenzo[b]thiophen-2-yl]amino}methanoate NC=1C(=C(C(=CC1NC=O)Br)C1=CC=CC=2SC(=C(C21)C#N)NC(=O)OC(C)(C)C)F